tert-butyl (R)-8-bromo-2-methyloctanoate BrCCCCCC[C@H](C(=O)OC(C)(C)C)C